6-(tert-butyl)-10-ethoxy-2-oxo-6,7-dihydro-2H-pyrido[2',1':3,4]pyrazino[1,2-b]indazole-3-carboxylic acid C(C)(C)(C)C1N2C(C=3N(N=C4C(=CC=CC34)OCC)C1)=CC(C(=C2)C(=O)O)=O